C(C1CO1)OCCC[Si](OCCC)(OCCC)OCCC 3-glycidyloxypropyltripropoxysilane